(S)-1-(2-(3-acetyl-5-(6-fluoropyridin-3-yl)-1H-indazol-1-yl)acetyl)-N-(6-methylpyridin-2-yl)azetidine-2-carboxamide C(C)(=O)C1=NN(C2=CC=C(C=C12)C=1C=NC(=CC1)F)CC(=O)N1[C@@H](CC1)C(=O)NC1=NC(=CC=C1)C